3-(7-amino-1-(3-chloro-4-(pyridin-2-ylmethoxy)phenyl)-1H-pyrazolo[4,3-d]pyrimidin-3-yl)piperidine-1-carboxylic acid tert-butyl ester C(C)(C)(C)OC(=O)N1CC(CCC1)C1=NN(C2=C1N=CN=C2N)C2=CC(=C(C=C2)OCC2=NC=CC=C2)Cl